N-(4-(4-(ethyl-(heptyl)amino)-1-hydroxybutyl)phenyl)methylsulfonamide C(C)N(CCCC(O)C1=CC=C(C=C1)CNS(=O)=O)CCCCCCC